4-(2-hydroxyethoxy)-phenyl(2-Hydroxy-2-propyl)ketone OCCOC1=CC=C(C=C1)CC(C)(O)C(=O)C(C)(CC1=CC=C(C=C1)OCCO)O